N=1NC=C2N=CN=CC21 2H-PYRAZOLO[4,3-d]PYRIMIDINE